C(C)(C)(C)OC(=O)NCC#CC=1C=[N+]2N(C=3C(=NC=CN3)[N-]2)C1 8-(3-((tert-butoxycarbonyl)amino)prop-1-yn-1-yl)pyrazolo[1',2':1,2][1,2,3]triazolo[4,5-b]pyrazin-6-ium-5-ide